1-(3-(benzyloxy)phenyl)cyclopropane-1-carboximidamide hydrochloride Cl.C(C1=CC=CC=C1)OC=1C=C(C=CC1)C1(CC1)C(N)=N